O[C@H]1CNCCN(C1)C(=O)OC(C)(C)C tert-Butyl (6S)-6-hydroxy-1,4-diazepane-1-carboxylate